(4-aminophenyl)(4-methoxypiperidin-1-yl)methanone NC1=CC=C(C=C1)C(=O)N1CCC(CC1)OC